C(C)(=O)[O-].C(CCCCCCCCC)[NH+]1CCCC1 N-Decylpyrrolidinium acetat